FC=1C=C2C(=CNC2=CC1F)NC(=O)N1CC2=CC=C(C=C2C1)C1=CC=CC=2OC(OCC21)(F)F N-(5,6-difluoro-1H-indol-3-yl)-5-(2,2-difluorobenzo[d][1,3]dioxan-5-yl)isoindoline-2-carboxamide